Ethyl 2-(bromomethyl)-1-((2-(trimethylsilyl)ethoxy)methyl)-1H-thieno[2,3-d]imidazole-5-Carboxylate BrCC=1N(C2=C(N1)SC(=C2)C(=O)OCC)COCC[Si](C)(C)C